O=C1NN=C(C2=C1C=NC=C2)CC2CN(CCC2)C(=O)OC(C)(C)C tert-butyl 3-[(4-oxo-3H-pyrido[3,4-d]pyridazin-1-yl)methyl]piperidine-1-carboxylate